CC=1C=2CN(CC2N2C=CN=C2N1)C(CC1CN(C1)C1=CC(=NC=C1)C(F)(F)F)=O 1-(4-Methyl-1,3-dihydro-2,5,6,8a-tetraaza-as-indacen-2-yl)-2-[1-(2-trifluoromethyl-pyridin-4-yl)-azetidin-3-yl]-ethanone